[N+](=O)([O-])C1=CC=C(C=C1)S(=O)(=O)N(CC(=O)C1CN(C1)C(=O)OCC1=CC=CC=C1)C[C@@H](C)O |r| Benzyl 3-[2-[(4-nitrophenyl)sulfonyl-[rac-(2R)-2-hydroxypropyl]amino]acetyl]azetidine-1-carboxylate